2-methyl-N-(2-(1-methyl-1H-pyrazol-4-yl)-4-(trifluoromethyl)phenyl)propanamide CC(C(=O)NC1=C(C=C(C=C1)C(F)(F)F)C=1C=NN(C1)C)C